N(=[N+]=[N-])CCNC(C1=CC(=C(C(=C1)OCCCCCCCCCCCC)OCCCCCCCCCCCC)OCCCCCCCCCCCC)=O N-(2-azidoethyl)-3,4,5-tri(dodecyloxy)benzamide